Cl.CNCCN1CC=2C=CC(=NC2CC1)N 6-[2-(methylamino)ethyl]-7,8-dihydro-5H-1,6-naphthyridin-2-amine hydrochloride